2,3',4',5',6-Pentafluoro-[1,1'-biphenyl]-4-yl-2,6-difluoro-4-(5-propyl-1,3-dioxane-2-yl)benzoate FC1=C(C(=CC(=C1)OC(C1=C(C=C(C=C1F)C1OCC(CO1)CCC)F)=O)F)C1=CC(=C(C(=C1)F)F)F